bicyclo[2.2.1]hept-2,5-diene C12C=CC(C=C1)C2